3-[N,N-dimethyl-(3-palmitoylaminopropyl)ammonio]-propanesulfonic acid C[N+](C)(CCCS(=O)(=O)O)CCCNC(CCCCCCCCCCCCCCC)=O